P(=O)(OCCCCCCCCCC)(OCCCCCCCN(CCCCCCCCCCC)CCCCCCCCCCC)[O-] decyl (7-(diundecylamino)heptyl) phosphate